(11-phenyl-11H-benzo[a]carbazol-8-yl)boronic acid C1(=CC=CC=C1)N1C2=CC=C(C=C2C2=CC=C3C(=C12)C=CC=C3)B(O)O